C(C)(C)(C)OC(=O)N1CC2(C1)CC(C2)N2N=C(C(=C2)N)C(C)C 6-[4-amino-3-(propan-2-yl)-1H-pyrazol-1-yl]-2-azaspiro[3.3]heptane-2-carboxylic acid tert-butyl ester